2-chloro-N-[2-(2,4-dimethylphenyl)-2,2-difluoroethyl]-3-(1H-pyrazol-1-yl)-5-[3-(trifluoromethyl)phenoxy]pyridine-4-carboxamide ClC1=NC=C(C(=C1N1N=CC=C1)C(=O)NCC(F)(F)C1=C(C=C(C=C1)C)C)OC1=CC(=CC=C1)C(F)(F)F